ClC1=C(C=C(C=C1)S(=O)C)C1COCCCN1C1=NC(=NC(=C1)C)N (+-)-4-(3-(2-chloro-5-(methylsulfinyl)phenyl)-1,4-oxazepan-4-yl)-6-methylpyrimidin-2-amine